N-(4-fluorobenzyl)-1-(7-methylthieno[3,2-d]pyrimidin-4-yl)piperidin-4-amine FC1=CC=C(CNC2CCN(CC2)C=2C3=C(N=CN2)C(=CS3)C)C=C1